N1C(=NC2=C1C=CC=C2)C2=CC(=NN2CC2=CC=C(C=C2)OC)NC(=O)C=2C=NC(=CC2)O N-[5-(1H-benzimidazol-2-yl)-1-[(4-methoxyphenyl)methyl]pyrazol-3-yl]-6-hydroxy-pyridine-3-carboxamide